NN diazane